4-[[(2R,3S,4S,5R)-3-(3,4-difluoro-2-methoxy-phenyl)-4,5-dimethyl-5-(trifluoromethyl)tetrahydrofuran-2-carbonyl]amino]pyridine-2-carboxamide FC=1C(=C(C=CC1F)[C@H]1[C@@H](O[C@]([C@H]1C)(C(F)(F)F)C)C(=O)NC1=CC(=NC=C1)C(=O)N)OC